1-(4-chlorophenyl)-N-(1-cyano-5-cyclopropylpiperidin-3-yl)cyclopropane-1-carboxamide ClC1=CC=C(C=C1)C1(CC1)C(=O)NC1CN(CC(C1)C1CC1)C#N